BrC=1C=C2C(=NC1)C=C(N2C(=O)OC(C)(C)C)C2=C(C=CC(=C2)S(N(C)C)(=O)=O)N2CCCC2 tert-butyl 6-bromo-2-(5-(N,N-dimethylsulfamoyl)-2-(pyrrolidin-1-yl)phenyl)-1H-pyrrolo[3,2-b]pyridine-1-carboxylate